BrC1=CC=2C[C@H]3OCC(N[C@H]3C2C=C1)=O (4aS,9aR)-7-bromo-4,4a,9,9a-tetrahydroindeno[2,1-b][1,4]oxazin-3-one